BrC=1C=CC=C2C(=C(C=NC12)C(=O)OCC)N(C)C ethyl 8-bromo-4-(dimethylamino)quinoline-3-carboxylate